2-chloro-4-((4-cyanobicyclo[2.2.2]octane-1-yl)amino)pyrimidine-5-carboxylic acid ClC1=NC=C(C(=N1)NC12CCC(CC1)(CC2)C#N)C(=O)O